(S)-N-(2-Chloro-3-(3'-chloro-6-methoxy-5-((((5-oxopyrrolidin-2-yl)methyl)amino)methyl)-[2,4'-bipyridin]-2'-yl)phenyl)-4-methoxy-5-(((2-methoxyethyl)amino)methyl)picolinamide ClC1=C(C=CC=C1C1=NC=CC(=C1Cl)C1=NC(=C(C=C1)CNC[C@H]1NC(CC1)=O)OC)NC(C1=NC=C(C(=C1)OC)CNCCOC)=O